5-(5-(cyclopropylcarbamoyl)-2-methylphenyl)-2-((1-hydroxy-2-methylpropan-2-yl)amino)-N-(tetrahydrofuran-3-yl)nicotinamide C1(CC1)NC(=O)C=1C=CC(=C(C1)C=1C=NC(=C(C(=O)NC2COCC2)C1)NC(CO)(C)C)C